(3S)-3-{3-[4-(difluoromethoxy)-2-(methoxymethoxy)phenyl]-4-methyl-5,6-dihydro-7H-pyrrolo[2,3-c]pyridazin-7-yl}pyrrolidin-2-one FC(OC1=CC(=C(C=C1)C1=C(C2=C(N=N1)N(CC2)[C@@H]2C(NCC2)=O)C)OCOC)F